7-chloro-N-(4-(cyanomethyl)-2,5-difluorophenyl)imidazo[1,2-a]pyridine-3-sulfonamide ClC1=CC=2N(C=C1)C(=CN2)S(=O)(=O)NC2=C(C=C(C(=C2)F)CC#N)F